5-(4,4-difluoropiperidin-3-yl)-1-methylpyridin-2-one FC1(C(CNCC1)C=1C=CC(N(C1)C)=O)F